C(C)(C)(C)OC(=O)N1C=C(C=2C1=NC=CC2C=2N(C1=CC=C(C=C1C2C)C2CCN(CC2)C(=O)OC(C)(C)C)C(=O)OC(C)(C)C)Br 3-bromo-4-(1-(tert-butoxycarbonyl)-5-(1-(tert-butoxycarbonyl)piperidin-4-yl)-3-methyl-1H-indol-2-yl)-1H-pyrrolo[2,3-b]Pyridine-1-carboxylic acid tert-butyl ester